FC1(CCC2(CC2)CC1)F difluorospiro[2.5]octan